C(C)(C)(C)OC(=O)N1N=CC(=C1)NC1CN(CC1)C(=O)OC(C)(C)C 4-((1-(tert-Butoxycarbonyl)pyrrolidin-3-yl)amino)-1H-pyrazole-1-carboxylic acid tert-butyl ester